FC=1C=C(C=C2C=NNC12)C=1C=2N(C(=NC1C1=CC=CC=C1)N)C=NN2 8-(7-fluoro-1H-indazol-5-yl)-7-phenyl-[1,2,4]triazolo[4,3-c]pyrimidin-5-amine